NC=1C=2N(C(=CN1)C1=CCC(CC1)N)C(=NC2C2=CC=C(C1=CC=CC=C21)NC(=O)NC2=CC(=CC=C2)C(F)(F)F)CC 1-(4-(8-amino-5-(4-aminocyclohex-1-en-1-yl)-3-ethylimidazo[1,5-a]pyrazin-1-yl)naphthalen-1-yl)-3-(3-(trifluoromethyl)phenyl)urea